4-[5-(2-aminoethyl)pyridin-2-yl]-3-[[2-methyl-4-(4-methylphenyl)imidazol-1-yl]methyl]benzonitrile NCCC=1C=CC(=NC1)C1=C(C=C(C#N)C=C1)CN1C(=NC(=C1)C1=CC=C(C=C1)C)C